C(C)(C)(C)OC(=O)NC1=C(C(=NN1C(C)C)C=1C=CC(=NC1)C(C(=O)[O-])C)C#N 2-[5-[5-(tert-butoxycarbonylamino)-4-cyano-1-isopropyl-pyrazol-3-yl]-2-pyridyl]propanoate